C(C)(C)(C)C1=CC=C(C=C1)C(C(CC1=CC=CC=C1)C)=O 1-(4-(tert-butyl)phenyl)-2-methyl-3-phenylpropan-1-one